NC=1C(=C(C=C2C=C(N=CC12)NC(OC1CCOCC1)=O)C=1C=NC=2CC(CNC2C1C)O)F Tetrahydro-2H-pyran-4-yl (8-amino-7-fluoro-6-(7-hydroxy-4-methyl-5,6,7,8-tetrahydro-1,5-naphthyridin-3-yl)isoquinolin-3-yl)carbamate